methyl 4-[(3R,5R)-1-methyl-5-[(6-methyl-5-oxo-pyrido[2,3-d]pyridazin-8-yl)amino]-3-piperidyl]benzoate CN1C[C@H](C[C@H](C1)NC1=NN(C(C2=C1N=CC=C2)=O)C)C2=CC=C(C(=O)OC)C=C2